5-(2-methoxypropan-2-yl)-1-methyl-1H-pyrazole-3-sulfonamide COC(C)(C)C1=CC(=NN1C)S(=O)(=O)N